tert-butyl 2-[7-[4-fluoro-2-(2-methoxy ethoxy)phenyl]-4-(2-oxo-1,3-dihydro-2-benzothiophen-5-yl)thieno[3,2-c]pyridin-6-yl]-6,7-dihydro-4H-thiazolo[5,4-c]pyridine-5-carboxylate FC1=CC(=C(C=C1)C=1C2=C(C(=NC1C=1SC=3CN(CCC3N1)C(=O)OC(C)(C)C)C1=CC3=C(CS(C3)=O)C=C1)C=CS2)OCCOC